COC1=C(C=CC=C1)N1N=CC(=C1)C(F)(F)F 1-(2-methoxyphenyl)-4-(trifluoromethyl)pyrazole